OC(=S)S.CC(C)CCC[C@@H](C)[C@H]1CC[C@H]2[C@@H]3CC=C4C[C@@H](O)CC[C@]4(C)[C@H]3CC[C@]12C cholesterol xanthate